4-Acetoacetyl-L-phenylalanine C(CC(=O)C)(=O)C1=CC=C(C[C@H](N)C(=O)O)C=C1